5-(2-azaspiro[4.4]nonan-2-yl)pyridin-2-amine C1N(CCC12CCCC2)C=2C=CC(=NC2)N